7-(6-acryloyl-1-oxo-2,6,9-triazaspiro[4.5]decan-9-yl)-9-chloro-10-(2,4-difluorophenyl)-2,3-dihydro-5H-[1,4]thiazino[2,3,4-ij]quinazolin-5-one C(C=C)(=O)N1C2(CCNC2=O)CN(CC1)C1=NC(N2C3=C(C(=C(C=C13)Cl)C1=C(C=C(C=C1)F)F)SCC2)=O